C(#N)[C@H]1N(CCC1)C(CN1C[C@H](CC1)NC(=O)C=1C=CC=C2C=CC=NC12)=O N-((S)-1-(2-((S)-2-Cyanopyrrolidin-1-yl)-2-oxoethyl)pyrrolidin-3-yl)chinolin-8-carboxamid